C1(=CC=CC=C1)[Sn](C1=CC=CC=C1)(Cl)Cl Diphenyltin Dichloride